2-(4-(1H-pyrrol-1-yl)phenyl)-N-(1,1-dioxido-2,3-dihydrothiophen-3-yl)-N-(4-(4,4,5,5-tetramethyl-1,3,2-dioxaborolan-2-yl)benzyl)acetamide N1(C=CC=C1)C1=CC=C(C=C1)CC(=O)N(CC1=CC=C(C=C1)B1OC(C(O1)(C)C)(C)C)C1CS(C=C1)(=O)=O